O1C=C(C=C1)C=1N=C(C2=C(N1)SC(=C2)C)NCCCC2=CC=C(C=C2)C2=CC=C(C=C2)OC(F)(F)F 2-(furan-3-yl)-6-methyl-N-(3-(4'-(trifluoromethoxy)-[1,1'-biphenyl]-4-yl)propyl)thieno[2,3-d]pyrimidin-4-amine